[Pd].ClC1=C([C-](C=C1)P(C1=CC=CC=C1)C1=CC=CC=C1)Cl.[C-]1(C=CC=C1)P(C1=CC=CC=C1)C1=CC=CC=C1.[Fe+2] Dichloro(1,1'-bis(diphenylphosphino)ferrocene) palladium